C(C)N1C(NC2=C(C1=O)SC(=C2)CN2C(CN(CC2)C=2C=C(C(=NC2)C(=O)NC)F)C)=O 5-(4-((3-ethyl-2,4-dioxo-1,2,3,4-tetrahydrothieno[3,2-d]pyrimidin-6-yl)methyl)-3-methylpiperazin-1-yl)-3-fluoro-N-methylpicolinamide